NC(C)C=1C=C(C=CC1)NC(=O)C1CN(CCC1)C(=O)OC(C)(C)C tert-butyl 3-((3-(1-aminoethyl)phenyl)carbamoyl)piperidine-1-carboxylate